(2E)-2-[(2-methylpropane-2-sulfinyl)imino]-3H-spiro[indene-1,4'-piperidine] CC(C)(C)S(=O)\N=C\1/CC2=CC=CC=C2C12CCNCC2